COC(=O)C=1N2C(C3=C(C=C(C=C3C1OCC1=CC=CC=C1)F)C1=CC=C(C=C1)Cl)=NC=N2.COC=2C=1N(C=C(N2)NC(C)=O)C=C(N1)C N-(8-methoxy-2-methylimidazo[1,2-a]pyrazin-6-yl)acetamide Methyl-6-(benzyloxy)-10-(4-chlorophenyl)-8-fluoro-[1,2,4]triazolo[5,1-a]isoquinoline-5-carboxylate